4-(5-fluoro-9-oxo-xanthen-3-yl)-1,4-diazepan-1-carboxylic acid tert-butyl ester C(C)(C)(C)OC(=O)N1CCN(CCC1)C=1C=CC=2C(C3=CC=CC(=C3OC2C1)F)=O